FC1=C(C(=CC=C1)F)C=1NC2=C(C3=C(N1)C(=NN3)C)C=C(N=C2C)N2C[C@H](OCC2)COC (S)-4-(5-(2,6-difluorophenyl)-3,7-dimethyl-1,6-dihydropyrazolo[4,3-d]pyrido[4,3-f][1,3]diazepin-9-yl)-2-(methoxymethyl)morpholine